COC(C(CC1=NN(C=C1)C(F)F)N)=O 2-Amino-3-(1-(difluoromethyl)-1H-pyrazol-3-yl)propanoic acid methyl ester